C(#N)C=1C=NC=CN1 3-cyanopyrazin